CN1C(C2=CC(=CC(=C2C=C1N1CCN(CC1)CC(F)(F)F)C(C)NC1=C(C(=O)O)C=CC=C1)C)=O 2-((1-(2,7-dimethyl-1-oxo-3-(4-(2,2,2-trifluoroethyl)piperazin-1-yl)-1,2-dihydroisoquinolin-5-yl)ethyl)amino)benzoic acid